(RS)-11β,16α,17,21-Tetrahydroxypregna-1,4-diene-3,20-dione O[C@@H]1[C@@H]2[C@]3(C=CC(C=C3CC[C@H]2[C@@H]2C[C@H]([C@@](C(CO)=O)([C@]2(C1)C)O)O)=O)C |&1:15|